CC1([C@@H](CCC1)C1=CC=C(C=C1)C=1NC=2N(C(C1)=O)N=CC2C(=O)N(C)C)C (R)-5-(4-(2,2-dimethylcyclopentyl)phenyl)-N,N-dimethyl-7-oxo-4,7-dihydropyrazolo[1,5-a]pyrimidine-3-carboxamide